C(#N)C1=C(C=CC=C1)C1=C(C2=CC3=CC=CC=C3C=C2C=C1)C1=COC=2C1=CC=C1C2C=CC2=CC=CC=C21 (cyanophenyl)(naphthobenzofuranyl)anthracene